C(=O)C(=O)O.O1C(CC=C1)=O furanone formyl-formate